Sodium (2S,5R)-7-oxo-2-(N-(2-(pyrimidin-2-yl) acetyl) carbamimidoyl)-1,6-diazabicyclo[3.2.1]octan-6-yl sulfate S(=O)(=O)(ON1[C@@H]2CC[C@H](N(C1=O)C2)C(NC(CC2=NC=CC=N2)=O)=N)[O-].[Na+]